5-aminomethyl-2-mercapto-4H-1,2,4-triazole NCC=1NCN(N1)S